FC(CN([C@@H]1[C@@H](CCC1)OC=1C=C2CN(C(C2=CC1)=O)C1C(NC(CC1)=O)=O)CC)F 3-(5-(((1R,2S)-2-((2,2-difluoroethyl)(ethyl)amino)cyclopentyl)oxy)-1-oxoisoindolin-2-yl)piperidine-2,6-dione